C(#N)N[S@](=O)(=NC(NC1=C2CCCC2=CC=2CCCC12)=O)CC1=CC=C(C=C1)C(C)(C)O (R)-N-cyano-N'-((1,2,3,5,6,7-hexahydro-s-indacen-4-yl)carbamoyl)-1-(4-(2-hydroxypropan-2-yl)phenyl)methane-sulfonimidamide